COC(C=1NC2=CC(=CC=C2C1)C=O)OC 2-(dimethoxymethyl)-1H-indole-6-carbaldehyde